COC=1C=C2CCN3C(C2=CC1OC)CC(C(C3)CC(C)C)O 9,10-dimethoxy-3-(2-methylpropyl)-1H,2H,3H,4H,6H,7H,11bH-pyrido[2,1-a]isoquinolin-2-ol